2-benzyl-2-diethylamino-1-(4-morpholinylphenyl)-1-pentanone C(C1=CC=CC=C1)C(C(=O)C1=CC=C(C=C1)N1CCOCC1)(CCC)N(CC)CC